C(C)S(=O)(=O)C=1C(=NC=C(C1)C1=CC=C(C=C1)OC(F)(F)F)C(NC1=NC=C(C=C1)C(F)(F)F)=NN 3-(ethylsulfonyl)-5-(4-(trifluoromethoxy)phenyl)-N-(5-(trifluoromethyl)pyridin-2-yl)picolinohydrazonamide